ClCC=1C=CC(=C(C=O)C1)O 5-(chloromethyl)-2-hydroxybenzaldehyde